C(#N)C1=CC2=C(N=C(O2)N2CCN(CC2)C(=O)OC(C)(C)C)C=C1 tert-butyl 4-(6-cyanobenzo[d]oxazol-2-yl)piperazine-1-carboxylate